COC=1C(=C2C=CNC2=C(C1)B1OC(C(O1)(C)C)(C)C)CN1N=C2C=C(C=CC2=C1)C#N 2-((5-methoxy-7-(4,4,5,5-tetra-methyl-1,3,2-dioxaborolan-2-yl)-1H-indol-4-yl)methyl)-2H-indazole-6-carbonitrile